CC1=C(C=NC=C1)NC1CCN(CC1)C(=O)OC(C)(C)C tert-butyl 4-[(4-methyl-3-pyridyl)amino]piperidine-1-carboxylate